C12COCC(CC1)N2C2=NC1=C(N2C)C=C(C=C1)N 2-(3-oxa-8-azabicyclo[3.2.1]octan-8-yl)-1-methyl-1H-benzo[d]imidazol-6-amine